C(C1=CC=CC=C1)ON[C@@H]1CC[C@H](NC1)C(=O)O (2S,5R)-5-(benzyloxyamino)-piperidine-2-carboxylic acid